FC(C)S(=O)(=O)C=1C=C(OC[C@H](CN[C@H]2COC3(C2)CCN(CC3)S(=O)(=O)C=3C=NC2=CC=CC=C2C3)O)C=CC1 (2S)-1-(3-(1-fluoroethylsulfonyl)phenoxy)-3-((R)-8-(quinolin-3-ylsulfonyl)-1-oxa-8-azaspiro[4.5]decan-3-ylamino)propan-2-ol